1-(1H-Benzo[d]imidazol-5-yl)-5-(2-chlorophenyl)imidazolidin-2,4-dion N1C=NC2=C1C=CC(=C2)N2C(NC(C2C2=C(C=CC=C2)Cl)=O)=O